Benzyl 6-{[2-(2-methylphenyl) [1,2,4]triazolo[1,5-c]quinazolin-5-yl] amino}-5-oxo-1,4-diazacycloheptane-1-carboxylate CC1=C(C=CC=C1)C1=NN2C(=NC=3C=CC=CC3C2=N1)NC1C(NCCN(C1)C(=O)OCC1=CC=CC=C1)=O